NC=1C(N(C=CC1)[C@H]1[C@H](C1)F)=O |r| cis-racemic-3-amino-1-(2-fluorocyclopropyl)pyridin-2(1H)-one